C1(CC1)C1=NOC(=N1)C=1C(=NC(=NC1)NC1=CC2=C(C(OC2(C)C)=O)C=C1)NCC1=C(C=CC=C1)C(C)(C)O 5-{[5-(3-cyclopropyl-1,2,4-oxadiazol-5-yl)-4-({[2-(2-hydroxypropan-2-yl)phenyl]methyl}amino)pyrimidin-2-yl]amino}-3,3-dimethyl-1,3-dihydro-2-benzofuran-1-one